2-(trifluoromethyl)-1-methyl-1H-pyrazole-4-carboxamide FC(N1N(C=C(C1)C(=O)N)C)(F)F